ClC=1C(=C(C=C(C1)F)NN1C(=CC=2C(NCCC21)=O)C2=C(C=NC=C2)OC[C@@H]2N(CC2)C(C(=C)F)=O)OC [(3-chloro-5-fluoro-2-methoxyphenyl)amino]-2-(3-{[(2R)-1-(2-fluoroprop-2-enoyl)azetidin-2-yl]methoxy}pyridin-4-yl)-1H,5H,6H,7H-pyrrolo[3,2-c]pyridin-4-one